tert-butyl (S)-8-(((2S,3R)-3-(benzyloxy)-1-(methylamino)-1-oxobutan-2-yl)carbamoyl)-2,6-diazaspiro[3.4]octane-2-carboxylate C(C1=CC=CC=C1)O[C@@H]([C@@H](C(=O)NC)NC(=O)[C@@H]1CNCC12CN(C2)C(=O)OC(C)(C)C)C